S1C2=C(C=C1)C=C(C=C2)NCCCC2=CC=C(C=C2)O N-(benzo[b]thiophen-5-yl)-3-(4-hydroxyphenyl)propylamine